2-(4,5-dihydro-1H-benzo[d]azepine-3(2H)-yl)-6-methylnicotinaldehyde C1CN(CCC2=C1C=CC=C2)C2=C(C=O)C=CC(=N2)C